N1-((S)-1-(((S)-5-(Benzyloxy)-2-oxo-1-(2,3,5,6-tetrafluorophenoxy)pentan-3-yl)amino)-1-oxopropan-2-yl)-N2-(2,6-difluorophenyl)oxalamide C(C1=CC=CC=C1)OCC[C@@H](C(COC1=C(C(=CC(=C1F)F)F)F)=O)NC([C@H](C)NC(C(=O)NC1=C(C=CC=C1F)F)=O)=O